Diethyl ((7-(N'-hydroxycarbamimidoyl)imidazo[1,2-a]pyridin-2-yl)methyl)phosphonate ON=C(N)C1=CC=2N(C=C1)C=C(N2)CP(OCC)(OCC)=O